BrC1=CC(=C(C=C1C)C(C(F)(F)F)=O)C 1-(4-bromo-2,5-dimethyl-phenyl)-2,2,2-trifluoro-ethanone